N1=CN=C2N=CNC2=C1N[C@@H]1[C@H]([C@@H]([C@H]([C@@H](O1)CO)NC(C[C@@H]1CN(CC1)C(=O)OC(C)(C)C)=O)O)O tert-butyl (R)-3-(2-(((2R,3R,4R,5S,6S)-6-((7H-purin-6-yl)amino)-4,5-dihydroxy-2-(hydroxymethyl)tetrahydro-2H-pyran-3-yl)amino)-2-oxoethyl)pyrrolidine-1-carboxylate